BrC1=CC2=C(N(N=C2C(=C1)F)C)C(=C)C 5-bromo-7-fluoro-3-isopropenyl-2-methyl-indazole